6-HYDROXYQUINOLINE-7-BORONIC ACID OC=1C=C2C=CC=NC2=CC1B(O)O